(S)-4-[2-(5-Fluoro-2-pyridyl)-6-(2-methoxyethyl)-6-methyl-5,7-dihydro-4H-pyrazolo[1,5-a]pyridin-3-yl]-1H-pyrazolo[3,4-b]pyridine FC=1C=CC(=NC1)C1=NN2C(CC[C@@](C2)(C)CCOC)=C1C1=C2C(=NC=C1)NN=C2